OC1=CC2=NC3=CC=CC=C3N=C2C=C1O 2,3-dihydroxy-phenazine